(±)-trans-N-[8-amino-6-(3-methyl-4-pyridyl)-3-isoquinolyl]-2-cyano-cyclopropanecarboxamide NC=1C=C(C=C2C=C(N=CC12)NC(=O)[C@H]1[C@@H](C1)C#N)C1=C(C=NC=C1)C |r|